O1CCN(CC1)C1=NC=C(C=N1)OC1=CN=C(S1)C1C2(CC1C2)C(=O)N (5-((2-morpholinopyrimidin-5-yl)oxy)thiazol-2-yl)bicyclo[1.1.1]pentane-1-carboxamide